FC(C=1OC(=NN1)C1=CC=C(C=C1)CN1N=C(N=N1)C1=CC=C(C=C1)N1CCN(CC1)C)F 2-(difluoromethyl)-5-(4-((5-(4-(4-methylpiperazin-1-yl)phenyl)-2H-tetrazol-2-yl)methyl)phenyl)-1,3,4-oxadiazole